5-(2-bromo-4-nitrophenoxy)-2-fluoroaniline BrC1=C(OC=2C=CC(=C(N)C2)F)C=CC(=C1)[N+](=O)[O-]